(trifluoromethylsulfonyloxy-imino)-benzyl cyanide FC(S(=O)(=O)ON=C(C1=CC=CC=C1)C#N)(F)F